C(=C)C1=CC=C(CC(O)C(O)CO)C=C1 p-vinylbenzyl-glycerol